(2-amino-3-(3-(4-((2,5-dihydrofuran-3-yl)methyl)benzyl)isoxazol-5-yl)pyridin-1-ium-1-yl)methyl hydrogen phosphate P(=O)(OC[N+]1=C(C(=CC=C1)C1=CC(=NO1)CC1=CC=C(C=C1)CC=1COCC1)N)(O)[O-]